chloro-2-(3-fluoro-2-isopropylphenyl)-5-nitropyrimidine ClC1=NC(=NC=C1[N+](=O)[O-])C1=C(C(=CC=C1)F)C(C)C